C(#C)C1=C2C(=CC(=CC2=CC=C1)O)C1=C(C=2N=C(N=C(C2C=N1)N1CCC2(CCCN2)CC1)OC[C@]12CCCN2C[C@@H](C1)F)F 5-ethynyl-4-(8-fluoro-2-(((2R,7aS)-2-fluorotetrahydro-1H-pyrrolizin-7a(5H)-yl)methoxy)-4-(1,8-diazaspiro[4.5]decan-8-yl)pyrido[4,3-d]pyrimidin-7-yl)naphthalen-2-ol